N(=[N+]=[N-])C(C1=CC=C(C=C1)Cl)C1=CC=CC=C1 1-(azido(phenyl)methyl)-4-chlorobenzene